(S)-2-(2-isopropyl-2-azaspiro[3.3]heptan-6-yl)-N-(1-(5-(2-methoxyquinolin-3-yl)-1H-imidazol-2-yl)-7-oxononyl)acetamide C(C)(C)N1CC2(C1)CC(C2)CC(=O)N[C@@H](CCCCCC(CC)=O)C=2NC(=CN2)C=2C(=NC1=CC=CC=C1C2)OC